FC=1C=C(OCC(=O)C2=CC=C(C=C2)C2=NOC(=N2)C(F)(F)F)C=C(C1)C 2-(3-fluoro-5-methylphenoxy)-1-(4-(5-(trifluoromethyl)-1,2,4-oxadiazol-3-yl)phenyl)ethan-1-one